BrC=1C2=C(C(N(C1)C)=O)C=CO2 7-bromo-5-methylfuro[3,2-c]pyridin-4(5H)-one